(R)-2-(6-chloro-2,3-difluorophenyl)-5-((4-(3-fluoropyrrolidine-1-carbonyl)phenyl)amino)-2H-1,2,3-triazole-4-carboxamide ClC1=CC=C(C(=C1N1N=C(C(=N1)C(=O)N)NC1=CC=C(C=C1)C(=O)N1C[C@@H](CC1)F)F)F